((1S,2S)-1-fluoro-2-vinylcyclopropyl)methanol F[C@@]1([C@@H](C1)C=C)CO